tert-butyl 3-(2-((N-(tert-butoxycarbonyl)sulfamoyl) (methyl)amino)ethyl)azetidine-1-carboxylate C(C)(C)(C)OC(=O)NS(=O)(=O)N(CCC1CN(C1)C(=O)OC(C)(C)C)C